2,3-dihydroxypropan-1-yl 16-hydroxy-(9E)-hexadec-9-enoate OCCCCCC/C=C/CCCCCCCC(=O)OCC(CO)O